ClC1=NC(=NC=C1C(=O)OCC)C(F)(F)F ethyl 4-chloro-2-(trifluoromethyl)pyrimidine-5-carboxylate